(S)-2-((((9H-fluoren-9-yl)methoxy)carbonyl)amino)-3-(1-(tert-butoxycarbonyl)-7-((tert-butyldimethylsilyl)oxy)-1H-indol-3-yl)propanoic acid C1=CC=CC=2C3=CC=CC=C3C(C12)COC(=O)N[C@H](C(=O)O)CC1=CN(C2=C(C=CC=C12)O[Si](C)(C)C(C)(C)C)C(=O)OC(C)(C)C